COC(=O)C=1N=CSC1N[C@@H](CC1=CC=C(C=C1)[N+](=O)[O-])C=1N=C(SC1)C1=CC=CC=C1 (S)-methyl-5-[1-(2-phenylthiazol-4-yl)-2-(4-nitrophenyl)-ethylamino]Thiazole-4-carboxylate